C(C)(C)C1=C(C(=CC=C1)C(C)C)NC(=O)NS(=O)(=O)N1CC2N(CC1)CCCC2 N-((2,6-Diisopropylphenyl)carbamoyl)-octahydro-2H-pyrido[1,2-a]pyrazin-2-sulfonamid